Calcium CITRATE MALATE C(C(O)CC(=O)[O-])(=O)[O-].C(CC(O)(C(=O)O)CC(=O)O)(=O)O.[Ca+2]